ClC1CCN(C1)C(C(=O)C1=CC=CC=C1)C 4-chloro-α-pyrrolidinopropiophenone